3-((6-fluoroquinolin-4-yl)amino)-N-(3-((2-methylpyridin-4-yl)oxy)phenyl)benzamide FC=1C=C2C(=CC=NC2=CC1)NC=1C=C(C(=O)NC2=CC(=CC=C2)OC2=CC(=NC=C2)C)C=CC1